FC1(CCN(CC1)C1=NC=C(C=N1)C=1N(C2=CC(=CC=C2C1)F)C(=O)OC(C)(C)C)F tert-Butyl 2-(2-(4,4-difluoropiperidin-1-yl)pyrimidin-5-yl)-6-fluoro-1H-indole-1-carboxylate